FC(N1N=CN=C1)F 1-(difluoromethyl)-1H-1,2,4-triazol